tert-Butyl 2-[2-[2-[[6-[[2-(1-methyl-6-oxo-pyridazin-3-yl)-1,3-benzoxazol-5-yl]oxymethyl]-3-pyridyl]oxy]ethoxy]ethoxy]acetate CN1N=C(C=CC1=O)C=1OC2=C(N1)C=C(C=C2)OCC2=CC=C(C=N2)OCCOCCOCC(=O)OC(C)(C)C